CC1=NC(=NO1)C1=CC=C2C=CN=C(C2=C1)NCCNCC=1N=CC(=NC1)C(=O)OC methyl 5-{[(2-{[7-(5-methyl-1,2,4-oxadiazol-3-yl)isoquinolin-1-yl]amino}ethyl)amino]methyl}pyrazine-2-carboxylate